C1(=CC=CC=C1)[C@H]([C@H]1CNC2=CC=CN=C2C1)NCC(C)C=1C=C(C=CC1)C1OCC1C(=O)O (3-(1-(((S)-phenyl((R)-1,2,3,4-tetrahydro-1,5-naphthyridin-3-yl)methyl)amino)propan-2-yl)phenyl)oxetane-3-carboxylic acid